1-bromo-1,3-disilacyclohexane Br[SiH]1C[SiH2]CCC1